2,4,6-trimethylbenzoyl-ethyl-phenyl-phosphine oxide CC1=C(C(=O)P(C2=CC=CC=C2)(CC)=O)C(=CC(=C1)C)C